allyl(trifluoromethyl)sulfane C(C=C)SC(F)(F)F